2-methylpyrrolidine-2-carboxylic acid ethyl ester C(C)OC(=O)C1(NCCC1)C